5-CHLORO-3-METHYLBENZO[B]THIOPHEN-2-YLBORONIC ACID ClC1=CC2=C(SC(=C2C)B(O)O)C=C1